tetraazine N1=NN=NC=C1